C(C1=CC=CC=C1)(=O)NN=CC1=CC=CC=C1 benzaldehyde benzoyl hydrazone